FC1=C(C(=NC(=C1)N1CCNC2(CC2)C1)C1=NC2=CC(=NC=C2C=C1)CN)C (2-(4-fluoro-3-methyl-6-(4,7-diazaspiro[2.5]octan-7-yl)pyridin-2-yl)-1,6-naphthyridin-7-yl)methanamine